NC=1N=C(C2=C(N1)NC(=C2)C=2CCN(CC2)C2COC2)C=2C(=C(C=CC2)N2C(C1=C(C=C(C=C1C=C2)C2CC2)F)=O)CO 2-(3-{2-amino-6-[1-(oxetan-3-yl)-1,2,3,6-tetrahydropyridin-4-yl]-7H-pyrrolo[2,3-d]pyrimidin-4-yl}-2-(hydroxymethyl)phenyl)-6-cyclopropyl-8-fluoroisoquinolin-1(2H)-one